diphenylmethylene(cyclopentadienyl)(2,7-di-t-butyl-9-fluorenyl)zirconium dichloride [Cl-].[Cl-].C1(=CC=CC=C1)C(C1=CC=CC=C1)=[Zr+2](C1C2=CC(=CC=C2C=2C=CC(=CC12)C(C)(C)C)C(C)(C)C)C1C=CC=C1